2-(3-Azabicyclo[3.1.0]hexan-3-yl)-N-(7-fluoro-2-formyl-indan-5-yl)acetamide C12CN(CC2C1)CC(=O)NC=1C=C2CC(CC2=C(C1)F)C=O